4-(chloromethyl)-1-cyclobutyl-2-(trifluoromethyl)benzene ClCC1=CC(=C(C=C1)C1CCC1)C(F)(F)F